3,6-difluoro-2-[3-[(3R)-1-methyl-8-(2,2,2-trifluoroacetyl)-1,8-diazaspiro[4.5]decan-3-yl]-4-oxo-quinazolin-6-yl]oxy-benzonitrile FC=1C(=C(C#N)C(=CC1)F)OC=1C=C2C(N(C=NC2=CC1)[C@H]1CN(C2(C1)CCN(CC2)C(C(F)(F)F)=O)C)=O